FC=1C=C(C=CC1B1OC(C(O1)(C)C)(C)C)C(=O)N1CCCC1 (3-fluoro-4-(4,4,5,5-tetramethyl-1,3,2-dioxaborolan-2-yl)phenyl)(pyrrolidin-1-yl)methanone